FC(C1(CC1)CN1N=CC=2C1=NC(=CC2)N)(F)F 1-((1-(trifluoromethyl)cyclopropyl)methyl)-1H-pyrazolo[3,4-b]pyridin-6-amine